3-(((3-chloro-1-(5-(5-chloro-6-isopropoxypyridin-3-yl)-1,2,4-oxadiazol-3-yl)-1H-indol-5-yl)methyl)amino)propionic acid ClC1=CN(C2=CC=C(C=C12)CNCCC(=O)O)C1=NOC(=N1)C=1C=NC(=C(C1)Cl)OC(C)C